C(C1=CC=CC=C1)OC=1C=C(C=CC1)[C@@H](CP(OCC)(O)=O)C1CC1 ethyl hydrogen (S)-(2-(3-(benzyloxy)phenyl)-2-cyclopropylethyl)phosphonate